ClC1=CC=C(C=C1)S(=O)(=O)N1C2=C(SCC1)C(=CN=C2)C2=CC=C(C#N)C=C2 4-(4-((4-chlorophenyl)sulfonyl)-3,4-Dihydro-2H-pyrido[4,3-b][1,4]thiazin-8-yl)benzonitrile